C(C1=CC=CC=C1)OC1=C(C=CC=C1)C1=CC=CC(=N1)C=1C=C(C=CC1)C1=NC2=C3N=CC=CC3=CC=C2C=C1 2-(3-(6-(2-Benzyloxyphenyl)pyridin-2-yl)phenyl)-1,10-phenanthroline